FC=1C=C(C=NC1)[C@@H]1N(CCC1)C1=NC=2N(C=C1)N=CC2C(=O)OCC (R)-ethyl 5-(2-(5-fluoropyridin-3-yl)pyrrolidin-1-yl)pyrazolo[1,5-a]pyrimidine-3-carboxylate